ClC=1C(=NC(=NC1)NC1CCOCC1)C1=CC=C2CN(C(C2=C1)=O)[C@@H](C(=O)N[C@H](C)C1=CC(=CC=C1)OC)CCNC (2R)-2-(6-{5-chloro-2-[(oxacyclohex-4-yl)amino]pyrimidin-4-yl}-1-oxo-2,3-dihydro-1H-isoindol-2-yl)-N-[(1R)-1-(3-methoxyphenyl)ethyl]-4-(methylamino)butanamide